Methyl (2R)-2-[[(2R)-2-amino-3-phenylpropionyl] amino]-4-methylpentanoate trifluoroacetate FC(C(=O)O)(F)F.N[C@@H](C(=O)N[C@@H](C(=O)OC)CC(C)C)CC1=CC=CC=C1